2-Bromo-6-(cyclobutoxy)-5-methyl-pyridin-3-amine BrC1=NC(=C(C=C1N)C)OC1CCC1